6-(methylamino)-2-naphthaldehyde CNC=1C=C2C=CC(=CC2=CC1)C=O